2,3-dihydro-1,4-dioxine O1CCOC=C1